C(C)(C)(C)NC(=O)C1([C@H]2CN(C[C@@H]12)C(=O)C1=NNC(=C1)C(C)C)C (1R,5S,6r)-N-tert-butyl-6-methyl-3-[5-(propan-2-yl)-1H-pyrazole-3-carbonyl]-3-azabicyclo[3.1.0]hexane-6-carboxamide